[6-[1-(2,2-dimethylpropyl)pyrazol-4-yl]-5-methyl-3-pyridyl]-[4-(5-methyloxazolo[4,5-b]pyridin-2-yl)piperazin-1-yl]methanone CC(CN1N=CC(=C1)C1=C(C=C(C=N1)C(=O)N1CCN(CC1)C=1OC=2C(=NC(=CC2)C)N1)C)(C)C